CN1C(=NNC(C1)=O)N1N=CN=C1C(C)NC(C1=CC(=CC(=C1)C(F)(F)F)C(F)(F)F)=O N-(1-(1-(4-methyl-6-oxo-1,4,5,6-tetrahydro-1,2,4-triazin-3-yl)-1H-1,2,4-triazol-5-yl)ethyl)-3,5-bis(trifluoromethyl)benzamide